6-chloro-4-methyl-pyridazin-3-amine ClC1=CC(=C(N=N1)N)C